(R)-8-((3S,5R)-3,5-dimethylpiperazin-1-yl)-11-(4-fluorophenyl)-3-methoxy-10-(trifluoromethyl)-3,4-dihydro-2H,6H-[1,4]thiazepino[2,3,4-ij]quinazolin-6-one C[C@H]1CN(C[C@H](N1)C)C1=NC(N2C3=C(C(=C(C=C13)C(F)(F)F)C1=CC=C(C=C1)F)SC[C@@H](C2)OC)=O